2-((3S,5S)-5-(4-chlorophenyl)-1-(4-(trifluoromethyl)benzyl)piperidin-3-yl)acetic acid ClC1=CC=C(C=C1)[C@@H]1C[C@H](CN(C1)CC1=CC=C(C=C1)C(F)(F)F)CC(=O)O